ClC1=C(C(=O)N=C(SC)SC)C=CC(=C1)[N+](=O)[O-] Dimethyl (2-chloro-4-nitrobenzoyl)carbonimidodithioate